cyclopropylindazole-5-carboxylic acid C1(CC1)C1=NNC2=CC=C(C=C12)C(=O)O